C(OCCCCCC1=CC=C(C=C1)[N+](=O)[O-])([O-])=O 4-nitrophenylpentyl carbonate